C(C)(C)C=1C=2N(N=C(C1)C=1C(NC(NC1)=O)=O)C=C(N2)C(F)(F)F 5-(8-isopropyl-2-(trifluoromethyl)imidazo[1,2-b]pyridazin-6-yl)pyrimidine-2,4(1H,3H)-dione